(4-(Pentafluoro-λ6-sulfaneyl)phenyl)-3-(quinolin-6-yl)pyridin-2-amine FS(C1=CC=C(C=C1)C1=C(C(=NC=C1)N)C=1C=C2C=CC=NC2=CC1)(F)(F)(F)F